ClC1=C2C(N(C=NC2=CC=C1S[Na])CCOC)=O [5-Chloro-3-(2-methoxyethyl)-4-oxo-quinazolin-6-yl]sulfanylsodium